6-(Cyclopropanecarboxamido)-4-((1-(2-cyclopropoxyethyl)-5-ethyl-4-oxo-4,5-dihydro-1H-pyrrolo[3,2-c]pyridin-3-yl)amino)-N-(methyl-d3)nicotinamide C1(CC1)C(=O)NC1=NC=C(C(=O)NC([2H])([2H])[2H])C(=C1)NC1=CN(C2=C1C(N(C=C2)CC)=O)CCOC2CC2